4-bromo-β,β-difluoro-3-(trifluoromethyl)-benzenepropanoic acid BrC1=C(C=C(C=C1)C(CC(=O)O)(F)F)C(F)(F)F